C(C)(C)C1=CC=C(N)C=C1 4-isopropylaniline